N-((1S,2S)-2-(2-bromo-3-fluorophenoxy)cyclobutyl)-2-methylpropane-2-sulfinamide BrC1=C(O[C@@H]2[C@H](CC2)NS(=O)C(C)(C)C)C=CC=C1F